FC=1C=NC=CC1C(C)N(C(OC(C)(C)C)=O)C tert-butyl N-[1-(3-fluoro-4-pyridyl)ethyl]-N-methyl-carbamate